COC(CC1=CC(=CC=C1)N1CCN(CC1)C)=O 2-[3-(4-Methylpiperazin-1-yl)phenyl]acetic acid methyl ester